1-(4-(3-(4,5-Dihydropyrrolo[1,2-a]quinoxalin-4-yl)pyridin-2-yl)piperazin-1-yl)ethan-1-one C1=CC=C2N1C1=CC=CC=C1NC2C=2C(=NC=CC2)N2CCN(CC2)C(C)=O